C1=CC(OC1=O)(CC(=O)O)S(=O)(=O)O The molecule is an organosulfonic acid that consists of 5-oxo-2-furylacetic acid bearing a sulfo group at position 2. It has a role as a mouse metabolite. It is an organosulfonic acid and a 5-oxo-2-furylacetic acid.